NC=1OC(=CN1)C(=O)OCC ethyl 2-aminooxazole-5-carboxylate